CC=1C=C(C=CC1OC1=CC2=C(N(C=N2)C)C=C1)NC1=NC=NC2=C1N=C(N=C2)N2[C@H]1[C@H](C[C@@H]2CC1)O (1R,2S,4S)-7-(8-((3-methyl-4-((1-methyl-1H-benzo[d]imidazol-5-yl)oxy)phenyl)amino)pyrimido[5,4-d]pyrimidin-2-yl)-7-azabicyclo[2.2.1]heptan-2-ol